C(C)S(=O)(=O)N1CC(C1)=CC#N 2-(1-(ethanesulfonyl)azetidin-3-ylidene)acetonitrile